ClC=1C=C(C=CC1F)NC(N([C@@H]1CCCC=2NC(C3=CC=CC=C3C12)=O)CC(C)C)=O (R)-3-(3-chloro-4-fluorophenyl)-1-isobutyl-1-(6-oxo-1,2,3,4,5,6-hexahydrophenanthridin-1-yl)urea